O=C1NC(CCC1N1C(C2=CC=C(C=C2C1=O)NCCCCCCCC(=O)N1CCN(CC1)C1=CC=C(C=C1)C1=NNC2=C1N=C(N=C2)C2=C(C=CC=C2OC)F)=O)=O 2-(2,6-dioxopiperidin-3-yl)-5-((8-(4-(4-(5-(2-fluoro-6-methoxyphenyl)-1H-pyrazolo[4,3-d]pyrimidin-3-yl)phenyl)piperazin-1-yl)-8-oxooctyl)amino)isoindoline-1,3-dione